ClC=1C=NC(=C(C(=O)NC2CCC(CC2)CN2C(N(C3=C2C=CC=C3C)C=3C(=CC(=NC3)C(=O)NC)C)=O)C1)C 5-(3-(((1r,4r)-4-(5-chloro-2-methylnicotinamido)cyclohexyl)methyl)-7-methyl-2-oxo-2,3-dihydro-1H-benzo[d]imidazol-1-yl)-N,4-dimethylpicolinamide